5-(((2-hydroxyethyl)amino)methyl)-N-(3-(4-(6-methoxy-5-((((5-oxopyrrolidin-2-yl)methyl)amino)methyl)pyrazin-2-yl)-3-methylpyridin-2-yl)-2-methylphenyl)picolinamide OCCNCC=1C=CC(=NC1)C(=O)NC1=C(C(=CC=C1)C1=NC=CC(=C1C)C1=NC(=C(N=C1)CNCC1NC(CC1)=O)OC)C